C(C)(C)C=1N=C(SC1C=1CCN(CC1)C)NC1=C(C(=O)OC)C=C(C=N1)C=1SC=CC1 methyl 2-(4-isopropyl-5-(1-methyl-1,2,3,6-tetrahydropyridin-4-yl)thiazol-2-ylamino)-5-(thiophen-2-yl)nicotinate